FC=1C(=NC(=NC1)NC1=CC=C2C=NNC2=C1)NC1CCN(CC1)S(=O)(=O)C 5-Fluoro-N2-(1H-indazol-6-yl)-N4-(1-(methylsulfonyl)piperidin-4-yl)pyrimidine-2,4-diamine